ClC1=C(C=CC=C1C1=CC=2N(C(C=C(N2)C)=O)C=C1)C1=C(C(=CC=C1)C1=NC(=C(C=C1)C=O)OC)Cl 8-(2,2'-dichloro-3'-(5-formyl-6-methoxypyridin-2-yl)-[1,1'-biphenyl]-3-yl)-2-methyl-4-oxo-4H-pyrido[1,2-a]pyrimidine